FC(C(C1=CC=C(C=C1)B1OC(C(O1)(C)C)(C)C)(O)C=1C=NC(=NC1)N1CCN(CC1)C(=O)OC(C)(C)C)(F)F tert-butyl 4-(5-(2,2,2-trifluoro-1-hydroxy-1-(4-(4,4,5,5-tetramethyl-1,3,2-dioxaborolan-2-yl)phenyl)ethyl)pyrimidin-2-yl)piperazine-1-carboxylate